(+/-)-1-tert-Butyl 3-ethyl (trans,trans)-4-[1-[(tert-butoxy)carbonyl]-1H-indol-6-yl]-2-methylpiperidine-1,3-dicarboxylate C(C)(C)(C)OC(=O)N1C=CC2=CC=C(C=C12)C1C(C(N(CC1)C(=O)OC(C)(C)C)C)C(=O)OCC